C(C(=C)C)(=O)O.C(C(=C)C)(=O)O.C(C(=C)C)(=O)O.O(CC)CCC(CO)(CO)CO 3-ethoxyl-trimethylolpropane trimethacrylate